FC1(CN(CC(C1)NC=1C=NN(C1)C)C(=O)OC(C)(C)C)F tert-butyl 3,3-difluoro-5-[(1-methylpyrazol-4-yl)amino]piperidine-1-carboxylate